Cl.CC(C[C@H](NC(CN1N=C(C=C1C1=CC=CC=C1)C1=CC(=CC=C1)OCCN1CCOCC1)=O)B(O)O)C (R)-(3-methyl-1-(2-(3-(3-(2-morpholinoethoxy)phenyl)-5-phenyl-1H-pyrazol-1-yl)-acetylamino)butyl)boronic acid hydrochloride salt